CN1C(=O)N(C(=O)C(=C1)C1=CC(=CC=C1)Cl)C 1,3-dimethyl-5-(3-chlorophenyl)uracil